C(C)(C)N1N=C2C=CC(=CC2=C1)[C@@H]1NC[C@H](CC1)C |r| 2-isopropyl-5-[rac-(2R,5S)-5-methyl-2-piperidyl]indazole